1-(4-(1H-indol-3-yl)-2-(3-methylmorpholino)-5,8-dihydropyrido[3,4-d]pyrimidin-7(6H)-yl)butane-1,3-dione N1C=C(C2=CC=CC=C12)C=1C2=C(N=C(N1)N1C(COCC1)C)CN(CC2)C(CC(C)=O)=O